N5-((S)-6-diazo-1-(((S)-6-diazo-1-ethoxy-1,5-dioxohexan-2-yl)amino)-1,5-dioxohexan-2-yl)-N2-(dimethylglycyl)-L-glutamine [N+](=[N-])=CC(CC[C@@H](C(=O)N[C@H](C(=O)OCC)CCC(C=[N+]=[N-])=O)NC(CC[C@H](NC(CN(C)C)=O)C(=O)O)=O)=O